tert-butyl (3S)-5-hydroxy-3-(6-methoxypyrazin-2-yl)isoxazolidine-2-carboxylate OC1C[C@H](N(O1)C(=O)OC(C)(C)C)C1=NC(=CN=C1)OC